ClC1=CC(=C(C(=C1)C(NC)=O)NC(=O)C=1N(N=C(C1)C(F)(F)F)CC(F)F)C N-[4-chloro-2-methyl-6-(methylcarbamoyl)phenyl]-2-(2,2-difluoroethyl)-5-(trifluoromethyl)pyrazole-3-carboxamide